tert-butyl (1-(4-cyano-3-fluoro-5-methoxybenzyl)piperidin-4-yl)carbamate C(#N)C1=C(C=C(CN2CCC(CC2)NC(OC(C)(C)C)=O)C=C1OC)F